2-([5-(3-Methoxyphenyl)-1-(2-methylpropyl)-1H-pyrazol-3-yl]methoxy)-2-methylpropanoic acid COC=1C=C(C=CC1)C1=CC(=NN1CC(C)C)COC(C(=O)O)(C)C